NC1=NC=CC(=N1)C1=CC=C(C=C1)NC(C1=CC=C(C=C1)C(F)(F)F)=O N-(4-(2-aminopyrimidin-4-yl)phenyl)-4-(trifluoromethyl)benzamide